O\N=C/C=1N=C(SC1)C1CCN(CC1)C(=O)[O-] (Z)-4-(4-((hydroxyimino)methyl)thiazol-2-yl)piperidine-1-carboxylate